C1(CC1)C=1N=CC=2N(C1C(O)C=1N=NN(C1C)C1=C(C=CC=C1)F)C=NC2 (6-Cyclopropyl-imidazo[1,5-a]pyrazin-5-yl)-[1-(2-fluoro-phenyl)-5-methyl-1H-[1,2,3]triazol-4-yl]-methanol